ClC1=C(C=NC2(CCC(CC2)C(C)C)C)C(=CC=C1)Cl N-(2,6-dichloro-benzylidene)-4-isopropyl-1-methylcyclohexylamine